[2-[[1-[2-(aminomethyl)-3,3-difluoro-allyl]-5-oxo-1,2,4-triazol-4-yl]methyl]phenyl]-8-methyl-3,4-dihydro-1H-quinolin-2-one trifluoroacetate FC(C(=O)O)(F)F.NCC(CN1N=CN(C1=O)CC1=C(C=CC=C1)N1C(CCC2=CC=CC(=C12)C)=O)=C(F)F